lead-zinc-iron-manganese [Mn].[Fe].[Zn].[Pb]